OC1(C2=NN=C(C=3C(=CC(=C(N4CCC[C@H]4CCCCC1)N3)C(F)(F)F)NC(OC(C)(C)C)=O)O2)C tert-Butyl N-[(12R)-6-hydroxy-6-methyl-18-(trifluoromethyl)-22-oxa-3,4,16,21-tetraazatetracyclo[15.3.1.12,5.012,16]docosa-1(21),2,4,17,19-pentaen-20-yl]carbamate